3-chloro-4-((7-(pyridin-3-yl)benzo[d]isothiazol-3-yl)amino)benzaldehyde ClC=1C=C(C=O)C=CC1NC1=NSC2=C1C=CC=C2C=2C=NC=CC2